N-(1-(6-(tetrahydrofuran-3-yl)pyridin-2-yl)-1H-pyrazolo[4,3-C]pyridin-6-yl)acetamide O1CC(CC1)C1=CC=CC(=N1)N1N=CC=2C=NC(=CC21)NC(C)=O